NC1=C(C=NN1C(C)(C)C)C(=O)NCC#CC1=NN2C(C=CC=C2Cl)=C1CC(F)(F)F 5-amino-1-tert-butyl-N-{3-[7-chloro-3-(2,2,2-trifluoroethyl)pyrazolo[1,5-a]pyridin-2-yl]prop-2-yn-1-yl}pyrazole-4-carboxamide